4-Fluoro-benzylglycine FC1=CC=C(CNCC(=O)O)C=C1